ClC=1C=CC2=C(C(C[C@@H](O2)C(=O)NC23CC(C2)(C3)NC(=O)C3CC(C3)OC(F)(F)F)=O)C1 (2R)-6-chloro-4-oxo-N-(3-{[(1S,3S)-3-(trifluoromethoxy)cyclobutane-1-carbonyl]amino}bicyclo[1.1.1]pent-1-yl)-3,4-dihydro-2H-1-benzopyran-2-carboxamide